(4-fluorobenzyl)aniline FC1=CC=C(CNC2=CC=CC=C2)C=C1